C(#N)C1=CNC2=C(C=CC(=C12)C)NS(=O)(=O)C=1C=NN(C1)[C@@H](CO)CF N-(3-cyano-4-methyl-1H-indol-7-yl)-1-[(1S)-1-(fluoromethyl)-2-hydroxyethyl]pyrazole-4-sulfonamide